4-(fluoromethyl)-4-hydroxycyclohexan FCC1(CCCCC1)O